2-(4-fluorophenyl)-4-[4-fluoro-2-(2,2,2-trifluoroethoxy)phenyl]-6-(oxan-4-yl)-2,3-dihydro-1H-pyrrolo[3,4-c]pyridin-1-one FC1=CC=C(C=C1)N1CC=2C(=NC(=CC2C1=O)C1CCOCC1)C1=C(C=C(C=C1)F)OCC(F)(F)F